1-Isopropyl-3-(1-methyl-1H-pyrazol-4-yl)-2,4-dioxo-1,2,3,4-tetrahydropyrimidine-5-carboxylic acid C(C)(C)N1C(N(C(C(=C1)C(=O)O)=O)C=1C=NN(C1)C)=O